FC1=NC=C(C=C1B(O)O)F (2,5-difluoropyridin-3-yl)boronic acid